P(O)(=O)(OP(=O)(O)OP(=O)(O)O)OC[C@@H]1[C@H]([C@H]([C@@](O1)(N1C(=O)NC(=O)C=C1)CO)O)O hydroxymethyluridine triphosphate